4-chlorobenzyl (S)-(4-(1-(1-cyclobutyl-1H-pyrazole-5-carboxamido)eth-yl)phenyl)carbamate C1(CCC1)N1N=CC=C1C(=O)N[C@@H](C)C1=CC=C(C=C1)NC(OCC1=CC=C(C=C1)Cl)=O